NC=1C(=C(C=C2C=C(N=CC12)NC(=O)N1CC(C1)(C)O)C1=C(C2=C(OCCN2)N=C1)C)F N-(8-Amino-7-fluoro-6-(8-methyl-2,3-dihydro-1H-pyrido[2,3-b][1,4]oxazin-7-yl)isoquinolin-3-yl)-3-hydroxy-3-methylazetidine-1-carboxamide